COC=1C=C(C=CC1OC)C1=CC=NC=2N1N=C(C2)C(=O)NCC2=CC=C(C(=O)O)C=C2 4-((7-(3,4-dimethoxyphenyl)pyrazolo[1,5-a]pyrimidine-2-carboxamido)methyl)benzoic acid